3-isocyanato-6-methyl-benzene N(=C=O)C=1C=CC(=CC1)C